N1=C(N=CC=C1)SC1=NC=CC=N1 pyrimidinyl sulfide